COC1=CC=C(CC2CN(CS2)C2=CC=CC=C2)C=C1 (Z)-5-(4-methoxybenzyl)-3-phenylthiazolidine